N-(5-bromo-3-(6-chlorobenzo[d]oxazol-2-yl)-2-methylphenyl)-2-fluoro-4-nitrobenzamide BrC=1C=C(C(=C(C1)NC(C1=C(C=C(C=C1)[N+](=O)[O-])F)=O)C)C=1OC2=C(N1)C=CC(=C2)Cl